FC(C(=O)O)(F)F.BrC1=CC2=C(NC(C3N(C2=O)CCNC3)=O)C=C1 8-bromo-1,3,4,12a-tetrahydrobenzo[e]pyrazino[1,2-a][1,4]diazepine-6,12(2H,11H)-dione 2,2,2-trifluoroacetate